5-(5-amino-6-chloropyridine-3-yl)-N-methylnicotinamide NC=1C=C(C=NC1Cl)C=1C=NC=C(C(=O)NC)C1